propyl-ammonium perruthenate [Ru](=O)(=O)(=O)[O-].C(CC)[NH3+]